6-Fluoro-3-iodo-1H-indazole-7-carbonitrile FC1=CC=C2C(=NNC2=C1C#N)I